N1C(=NC=C1)CCC=O 3-(1H-IMIDAZOL-2-YL)-PROPIONALDEHYDE